FC=1C(=NC(=C(C#N)C1)N[C@@H](C)C1=NC=C(C=C1)F)NC1=NNC(=C1)C (S)-5-fluoro-2-(1-(5-fluoropyridin-2-yl)ethylamino)-6-(5-methyl-1H-pyrazol-3-ylamino)nicotinonitrile